10-camphorsulphonic acid C12(C(=O)CC(CC1)C2(C)C)CS(=O)(=O)O